6-(1H-indol-5-yl)indolin-2-one N1C=CC2=CC(=CC=C12)C1=CC=C2CC(NC2=C1)=O